C(C)(C)(C)OC(=O)N1CC(C1)C=1C=NC=CC1C 3-(4-methylpyridin-3-yl)azetidine-1-carboxylic acid tert-butyl ester